(3'S)-2-bromo-6,7-dihydrospiro[pyrazolo[5,1-c][1,4]oxazine-4,3'-pyrrolidine] hydrochloride salt Cl.BrC1=NN2C(=C1)[C@]1(CNCC1)OCC2